CS(=O)(=O)OCCN1C(N([C@@H](C1)C(N(C)C1=C(C(=C(C=C1)F)Cl)F)=O)C1=NC(=CC(=C1)C(F)(F)F)C)=O (S)-2-(4-((3-chloro-2,4-difluorophenyl)(methyl)carbamoyl)-3-(6-methyl-4-(trifluoromethyl)pyridin-2-yl)-2-oxoimidazolidin-1-yl)ethyl methanesulfonate